C(C1=CC=CC=C1)OCCOCCOCCOCCOCCOCCC1=NC2=C(N1)C=CC1=C2OC(=CC1=O)C1=CC=C(C=C1)NC.[P].[N] nitrogen phosphorus 2-[2-[2-[2-[2-[2-(2-benzyloxyethoxy)ethoxy]ethoxy]ethoxy]ethoxy]ethyl]-8-[4-(methylamino)phenyl]-3H-pyrano[2,3-e]benzimidazol-6-one